((tert-butoxycarbonyl)amino)-4,4-difluorobutanoic acid C(C)(C)(C)OC(=O)NC(C(=O)O)CC(F)F